C(C)(=O)OCCCCCCCCCOC(C)=O 3-nonanediyl diacetate